OC(C(=O)[O-])CCC 2-hydroxy-valerate